[N+](=O)([O-])C(C(=O)OCCCC)C(=O)OCCCC dibutyl nitromalonate